C(\C(\C)=C\C(=O)[O-])(=O)OC monomethyl mesaconate